O=C1C=CCC(N1C(=O)[O-])C(=O)[O-] 6-oxo-3,6-dihydropyridine-1,2(2H)-dicarboxylate